tert-butyl (N-((1-(5-amino-4-oxo-3,4-dihydropyrido[3,4-d]pyridazin-7-yl)piperidin-4-yl)methyl)sulfamoyl)carbamate NC1=NC(=CC2=C1C(NN=C2)=O)N2CCC(CC2)CNS(=O)(=O)NC(OC(C)(C)C)=O